isopropyl-5,6,7,8-tetrahydro-1,6-naphthyridine-2-sulfonate C(C)(C)OS(=O)(=O)C1=NC=2CCNCC2C=C1